NC1=NC=2C=CC(=CC2C2=C1[C@@H](OC2)C)C(=O)N(CC2=NC=C(C=C2)C(F)(F)F)[C@H]2[C@@H](C2)C(F)(F)F (3S)-4-amino-3-methyl-N-((1r,2r)-2-(trifluoromethyl)cyclopropyl)-N-((5-(trifluoromethyl)-2-pyridinyl)methyl)-1,3-dihydrofuro[3,4-c]quinoline-8-carboxamide